6-(3-(azetidin-1-ylsulfonyl)azetidin-1-yl)-2-(4-fluorophenyl)-2H-pyrazolo[4,3-c]pyridine N1(CCC1)S(=O)(=O)C1CN(C1)C1=CC=2C(C=N1)=CN(N2)C2=CC=C(C=C2)F